1-[6-chloro-3-(oxetan-3-yl-oxy)-2-pyridyl]-5-methyl-pyrazole-3-carbonitrile ClC1=CC=C(C(=N1)N1N=C(C=C1C)C#N)OC1COC1